OC(CC(CC(CC(CCCC(OC)OC(CCCC(CC(CC(CC(C)O)C)C)C)OC)C)C)C)C 10-Hydroxy-4,6,8-trimethylundecylmethoxymethyl ether